1-[6-[benzyl-(cyclopentyl)amino]-5-(sec-butylamino)-2-pyridinyl]butanol C(C1=CC=CC=C1)N(C1=C(C=CC(=N1)C(CCC)O)NC(C)CC)C1CCCC1